4,4'-(3-(4-hydroxy-2-methylbenzylidene)penta-1,4-diyne-1,5-diyl)bis(4-hydroxy-3-methylcyclohex-2,5-dien-1-one) OC1=CC(=C(C=C(C#CC2(C(=CC(C=C2)=O)C)O)C#CC2(C(=CC(C=C2)=O)C)O)C=C1)C